5-(2-(((2-Methoxyethyl)amino)methyl)-1H-pyrrolo[2,3-b]pyridin-4-yl)-1H-indazol-3-amine COCCNCC1=CC=2C(=NC=CC2C=2C=C3C(=NNC3=CC2)N)N1